(3R)-N-[4-(3-Cyanophenyl)-5-[2-methyl-6-(trifluoromethyl)-4-pyridyl]thiazol-2-yl]-3-methyl-piperazine-1-carboxamide C(#N)C=1C=C(C=CC1)C=1N=C(SC1C1=CC(=NC(=C1)C(F)(F)F)C)NC(=O)N1C[C@H](NCC1)C